FC(OC1=CC=C(C(=O)NCC2=C(C=CC3=C2N(C=N3)C)CC)C=C1)F 4-(difluoromethoxy)-N-((6-ethyl-1-methyl-1H-benzimidazol-7-yl)methyl)benzamide